CC1=NN(C(=O)C1)C2=CC=CC=C2 The molecule is a pyrazolone that is 2,4-dihydro-3H-pyrazol-3-one which is substituted at positions 2 and 5 by phenyl and methyl groups, respectively. It has a role as a radical scavenger and an antioxidant.